trimesityl-phosphine C1(=C(C(=CC(=C1)C)C)P(C1=C(C=C(C=C1C)C)C)C1=C(C=C(C=C1C)C)C)C